(5-bromo-1-(triisopropylsilyl)-1H-pyrrolo[2,3-b]pyridin-4-yl)(3-(dibenzyl-amino)cyclobutyl)methanone BrC=1C(=C2C(=NC1)N(C=C2)[Si](C(C)C)(C(C)C)C(C)C)C(=O)C2CC(C2)N(CC2=CC=CC=C2)CC2=CC=CC=C2